(S)-(4-bromo-2-(2-hydroxypropan-2-yl)oxazol-5-yl)(4-(5-methylbenzo[d]oxazol-2-yl)-6,7-dihydro-1H-imidazo[4,5-c]pyridin-5(4H)-yl)methanone BrC=1N=C(OC1C(=O)N1[C@@H](C2=C(CC1)NC=N2)C=2OC1=C(N2)C=C(C=C1)C)C(C)(C)O